ClC1=CC=C(C(=O)C2C(N(CC2C2=CC=CC=C2)CC2=CC=C(C=C2)OC)=O)C=C1 3-(4-chlorobenzoyl)-1-(4-methoxybenzyl)-4-phenylpyrrolidin-2-one